COC(=O)C1=NSC(=N1)Br.CN(C1=NC(=NS1)C(=O)O)CC1=NC=CC=C1 5-[Methyl(pyridin-2-ylmethyl)amino]-1,2,4-thiadiazole-3-carboxylic acid Methyl-5-bromo-1,2,4-thiadiazole-3-carboxylate